N1(CCC1)C[C@H]([C@H](O)C1=CC=C(C=C1)OC1CC1)NC(=O)[C@H]1CN(CC1)C1=CC2=CC=C(C=C2C=C1)F (R)-N-((1R,2R)-3-(azetidin-1-yl)-1-(4-cyclopropoxyphenyl)-1-hydroxypropan-2-yl)-1-(6-fluoronaphthalen-2-yl)pyrrolidine-3-carboxamide